(2,5-dimethyl-4-{[3-(2,2,3,3-tetrafluoropropoxy)phenyl]sulfanyl}phenyl)-N-ethyl-N-methylimidoformamide CC1=C(C=C(C(=C1)SC1=CC(=CC=C1)OCC(C(F)F)(F)F)C)C(N(C)CC)=N